C(CCC)(=O)OC(C1=CC=CC=C1)CC α-ethylbenzyl butyrate